tert-Butyl 3-(2,4-difluorobenzoyl)-4-oxopiperidine-1-carboxylate FC1=C(C(=O)C2CN(CCC2=O)C(=O)OC(C)(C)C)C=CC(=C1)F